ClC=1C=CC(=NC1)C1(CCC1)OC(/C=C/C(=O)O)=O (E)-4-(1-(5-chloropyridin-2-yl)cyclobutoxy)-4-oxobut-2-enoic acid